3-bromo-2-(3-hydroxybutyl)phenol BrC=1C(=C(C=CC1)O)CCC(C)O